ClC=1C(=C(C=CC1)N(CC(=O)N)C1CCCC1)C=O 2-[(3-CHLORO-2-FORMYLPHENYL)(CYCLOPENTYL)AMINO]ACETAMIDE